FC=1C=NC=CC1C1=NN2C(=NC=3C=CC=CC3C2=N1)N[C@H]1C(NCCCC1)=O (3R)-3-{[2-(3-fluoropyridin-4-yl)[1,2,4]triazolo[1,5-c]quinazolin-5-yl]amino}azepan-2-one